[1,3,4]thiadiazol-2-amine S1C(=NN=C1)N